S(=O)(=O)(ON1[C@@H]2CC[C@H](N(C1=O)C2)C(NC(CC(=O)N)=O)=N)O (2S,5R)-2-(N-(3-amino-3-oxopropanoyl) carbamimidoyl)-7-oxo-1,6-diazabicyclo[3.2.1]octan-6-yl hydrogen sulfate